2-[4-[(E)-3-(2-Bromophenyl)-3-oxoprop-1-enyl]-2-methoxyphenoxy]acetic acid BrC1=C(C=CC=C1)C(/C=C/C1=CC(=C(OCC(=O)O)C=C1)OC)=O